N1(CCOCC1)C1=NC2=C(N=CC=C2C(=C1)C=1C=CC=C2C=CC=NC12)C1=CC=NN1 2-(morpholin-4-yl)-8-(1H-pyrazol-5-yl)-4-(quinolin-8-yl)-1,7-naphthyridine